CC(CC(=O)[O-])CCC(CC(=O)OC(COC(CCCCCCC\C=C/CCCCCCCC)=O)COC(CCCCCCC\C=C/CCCCCCCC)=O)C 8-(1,3-bis(oleoyloxy) propan-2-yl) 3,6-dimethylsuberate